FC=1C=C(C=C(C1)F)[C@@H](C)N1N=CC(=C1)C=1C(=C(C=C(C1)F)C1=CC=2N(C=C1)N=C(N2)N)F |r| racemic-7-(3-(1-(1-(3,5-difluorophenyl)ethyl)-1H-pyrazol-4-yl)-2,5-difluorophenyl)-[1,2,4]triazolo[1,5-a]pyridin-2-amine